2-(4-hydroxy-3,3-dimethyl-1-allyl-butyl)-1,4,5,8-tetramethoxynaphthalene OCC(CC(CC=C)C1=C(C2=C(C=CC(=C2C(=C1)OC)OC)OC)OC)(C)C